FC1(CCN(CC12CCCCC2)C2=CC(=NC(=N2)C(F)(F)F)N(CC2CN(CCO2)S(=O)(=O)C)C)F 6-(5,5-difluoro-2-azaspiro[5.5]undecan-2-yl)-N-methyl-N-((4-(methylsulfonyl)morpholin-2-yl)methyl)-2-(trifluoromethyl)pyrimidin-4-amine